C(#N)C=1C=C(OC2=C(C=3[C@](C(C(C3C=C2)(F)F)(F)F)([2H])O)C#N)C=C(C1)F (S)-5-(3-cyano-5-fluorophenoxy)-1,1,2,2-tetrafluoro-3-hydroxy-2,3-dihydro-1H-indene-4-carbonitrile-3-d